tert-butyl 4-[4-(1,3-dioxoisoindol-2-yl)butyl]-6-azaspiro[2.5]octane-6-carboxylate O=C1N(C(C2=CC=CC=C12)=O)CCCCC1C2(CC2)CCN(C1)C(=O)OC(C)(C)C